ethyl DL-lactate C(C(O)C)(=O)OCC